ClC1=CC=C(C=C1)C1=CC2=C(N=CN(C2=O)C(C(=O)O)C)C(=N1)C=1C=NC=CC1 (6-(4-chlorophenyl)-4-oxo-8-(pyridin-3-yl)pyrido[3,4-d]pyrimidin-3(4H)-yl)propanoic acid